ClC=1C=C(C=CC1)NC(=O)C=1C=C(C(=NC1)N1CCCCC1)Cl 3'-chloro-3,4,5,6-tetrahydro-2H-[1,2']bipyridinyl-5'-carboxylic acid (3-chloro-phenyl)amide